ClC1=NC2=CC=CC=C2C(=N1)C(=C)C 2-chloro-4-(prop-1-en-2-yl)quinazoline